N1CCC(CC1)CCCCOC1=CC=C(C=C1)CCC(=O)O 3-(4-[4-(piperidin-4-yl)butoxy]phenyl)propanoic acid